ClC1=CC=C(C=C1)S(=O)(=O)[C@@H]1[C@](CN(C1)C(=O)O)(CO)O (3S,4S)-4-((4-chlorophenyl)sulfonyl)-3-hydroxy-3-(hydroxymethyl)pyrrolidine-1-carboxylic acid